(R)-3-(3,5-dichloro-4-fluorophenyl)-1-(1-(6,7-difluoro-1-oxo-1,2-dihydroisoquinolin-4-yl)ethyl)-1-methylurea ClC=1C=C(C=C(C1F)Cl)NC(N(C)[C@H](C)C1=CNC(C2=CC(=C(C=C12)F)F)=O)=O